N-((2R,3S)-1-(5-((R)-1-acryloylazetidin-2-yl)-3-((2-(4-methoxypiperidin-1-yl)pyrimidin-4-yl)amino)isoquinolin-8-yl)-2-methylazetidin-3-yl)-N-isopropylmethanesulfonamide C(C=C)(=O)N1[C@H](CC1)C1=C2C=C(N=CC2=C(C=C1)N1[C@@H]([C@H](C1)N(S(=O)(=O)C)C(C)C)C)NC1=NC(=NC=C1)N1CCC(CC1)OC